3-bromo-1-(3-chloropyridin-2-yl)-N-(1,1-dioxido-4H-7-benzo[e][1,2,4]thiadiazinyl)-1H-pyrazole-5-carboxamide BrC1=NN(C(=C1)C(=O)NC1=CC2=C(NC=NS2(=O)=O)C=C1)C1=NC=CC=C1Cl